C(C1=CC=CC=C1)NC1=CC=NC1 4-(benzylamino)-5H-pyrrole